5-Pyridin-3-yl-1H-pyrazole-3-carboxylic acid {2-oxo-2-[4-(3-trifluoromethyl-phenoxy)-piperidin-1-yl]-ethyl}-amide O=C(CNC(=O)C1=NNC(=C1)C=1C=NC=CC1)N1CCC(CC1)OC1=CC(=CC=C1)C(F)(F)F